OC1C(CCC(C1)S(N)(=O)=O)C1=CC(=CC=C1)CN1[C@H](CCC1)C(=O)N[C@@H](C)C1=CC=C(C(=O)O)C=C1 4-((1S)-1-((2R)-1-((2'-hydroxy-4'-sulfamoyl-1',2',3',4',5',6'-hexahydro-[1,1'-biphenyl]-3-yl)methyl)pyrrolidine-2-carboxamido)ethyl)benzoic acid